CN1C2=C(N(C(C1=O)=O)C1CCN(CC1)CC=1C=C3C=CN(C3=CC1)C)N=C(C=C2)C 1,6-dimethyl-4-(1-((1-methyl-1H-indol-5-yl)methyl)piperidin-4-yl)-1,4-dihydropyrido[2,3-b]pyrazine-2,3-dione